S1C(=CC=C1)C=1N(C(C2=C(N(C(C21)=O)CC(CCCCCCCCCCCC)CCCCCCCCCC)C=2SC=CC2)=O)CC(CCCCCCCCCCCC)CCCCCCCCCC 3,6-dithiophen-2-yl-2,5-di(2-decyltetradecyl)-pyrrolo[3,4-C]pyrrole-1,4-dione